C1(=CC=CC2=CC=CC=C12)C(=O)[O-].C1(=CC=CC2=CC=CC=C12)C(=O)[O-].C1(=CC=CC=C1)[Sn+2]C1=CC=CC=C1 diphenyl-tin dinaphthate